Cl.NC(C(=O)N1CCN(CC1)C(=O)NC1=NC(N(C=C1)C1=CC=C(C=C1)CNCC1CNC1)=O)(C)C 4-(2-Amino-2-methylpropanoyl)-N-(1-(4-(((azetidin-3-ylmethyl)amino)methyl)phenyl)-2-oxo-1,2-dihydropyrimidin-4-yl)piperazine-1-carboxamide hydrochloride salt